NICKEL-COBALT HYDROXIDE [Co](O)O.[Ni]